ClC1=CC=C(C=C1)[C@H](CN1N=C(N=N1)CN1C(N(C(C(=C1)C(=O)OCC)=O)C)=O)O ethyl 1-({2-[(2R)-2-(4-chlorophenyl)-2-hydroxyethyl]-2H-1,2,3,4-tetrazol-5-yl}methyl)-3-methyl-2,4-dioxo-1,2,3,4-tetrahydropyrimidine-5-carboxylate